FC1(CC(C(C(=C1F)[B-](C=1C(C(CC(C1F)(F)F)(F)F)F)(C=1C(C(CC(C1F)(F)F)(F)F)F)C=1C(C(CC(C1F)(F)F)(F)F)F)F)(F)F)F.C(C)[NH+](CC)CC triethylammonium tetrakis(tetrafluoro-2,6-difluorophenyl)borate